2-(4-chloro-phenyl)-N-[4-(3,4-dimethoxy-phenyl)-isoxazol-5-yl]-2-prop-2-yloxy-acetamide ClC1=CC=C(C=C1)C(C(=O)NC1=C(C=NO1)C1=CC(=C(C=C1)OC)OC)OC(C)C